FC1=CC=CC2=C1CN1N(C([C@H]2NC(OC(C)(C)C)=O)=O)CCC1 tert-butyl (S)-(6-fluoro-11-oxo-2,3,10,11-tetrahydro-1H,5H-benzo[d]pyrazolo[1,2-a][1,2]diazepin-10-yl)carbamate